C(C)(C)C1=CNC=2C1=NC(=CC2)CC2=C(C=C(C=C2C)C=2N=NN(N2)CC(=O)O)C 2-(5-(4-((3-isopropyl-1H-pyrrolo[3,2-b]pyridin-5-yl)methyl)-3,5-dimethylphenyl)-2H-tetrazol-2-yl)acetic acid